BrC=1C=NC2=CC=C(C=C2C1)Br 3,6-dibromoquinoline